tert-butyl 4-(((1R,3S)-3-((6-chloro-2-(trifluoromethyl)quinolin-4-yl)amino)cyclohexyl)carbamoyl)-1H-pyrazole-1-carboxylate ClC=1C=C2C(=CC(=NC2=CC1)C(F)(F)F)N[C@@H]1C[C@@H](CCC1)NC(=O)C=1C=NN(C1)C(=O)OC(C)(C)C